methylfuro[2,3-b]pyridine CC1=CC=2C(=NC=CC2)O1